5-Chloro-N4-(3,4,5-trimethoxyphenyl)-N2-[4-(4-methylpiperazin-1-yl)phenyl]pyrimidine-2,4-diamine ClC=1C(=NC(=NC1)NC1=CC=C(C=C1)N1CCN(CC1)C)NC1=CC(=C(C(=C1)OC)OC)OC